lithium tetrafluoro(fluoropropanediol) phosphate P(=O)([O-])([O-])OC(C(C(F)F)(F)F)(O)F.[Li+].[Li+]